C(#N)C1=CC=C(C=C1)C=1C=NN(C1O)C1=CC=C(C=N1)NC(CC)=O N-(6-(4-(4-cyanophenyl)-5-hydroxy-1H-pyrazol-1-yl)pyridin-3-yl)propionamide